1-((7-bromo-2-chloro-3-nitroquinolin-4-yl)amino)-2-methylpropan-2-ol BrC1=CC=C2C(=C(C(=NC2=C1)Cl)[N+](=O)[O-])NCC(C)(O)C